triisopropyl-trimesic acid C(C)(C)C1=C(C(=C(C(=C1C(=O)O)C(C)C)C(=O)O)C(C)C)C(=O)O